4-(4-aminobutyl)-7-iodo-3,4-dihydrothieno[2,3-f][1,4]thiazepin-5(2H)-one 1,1-dioxide NCCCCN1CCS(C2=C(C1=O)SC(=C2)I)(=O)=O